C1(=CC=CC=C1)S=P(OCC)(OCC)[O-] O,O-diethyl S-phenylphosphorothioate